N-((1s,9s)-4-chloro-9-ethyl-5-fluoro-9-hydroxy-10,13-dioxo-2,3,9,10,13,15-hexahydro-1h,12h-benzo[de]pyrano[3',4':6,7]indolizino[1,2-b]quinolin-1-yl)-2-hydroxyacetamide ClC1=C2C=3C(=C4C(=NC3C=C1F)C1=CC3=C(C(N1C4)=O)COC([C@]3(O)CC)=O)[C@H](CC2)NC(CO)=O